N,N-bis(4-nitrophenyl)aniline [N+](=O)([O-])C1=CC=C(C=C1)N(C1=CC=CC=C1)C1=CC=C(C=C1)[N+](=O)[O-]